NC1=C(C=C(C(=C1)Br)OC)SCC(C(=O)O)(C(C)C)CC 2-(((2-amino-4-bromo-5-methoxyphenyl)thio)methyl)-2-ethyl-3-methylbutyric acid